6,6'-(6-(4-methoxyphenyl)-1,3,5-triazine-2,4-diyl)bis(3-(allyloxy)phenol) COC1=CC=C(C=C1)C1=NC(=NC(=N1)C1=CC=C(C=C1O)OCC=C)C1=CC=C(C=C1O)OCC=C